[N+](=O)([O-])C1=CC=C(C=C1)CCN p-nitrophenylethyl-amine